N-(5-(3-ethyl-7'-fluoro-3'-methyl-2'-oxo-2',3'-dihydrospiro[cyclobutane-1,1'-pyrrolo[2,3-c]quinolin]-8'-yl)-2-(2-(isopropylamino)ethoxy)pyridin-3-yl)methanesulfonamide C(C)C1CC2(C(N(C=3C=NC=4C=C(C(=CC4C32)C=3C=C(C(=NC3)OCCNC(C)C)NS(=O)(=O)C)F)C)=O)C1